COC1=C(C(=CC=C1)OC)N1C(=NN=C1C=1C=NC=CC1)NS(=O)(=O)C(C(C1=NC=C(C=N1)C)OC)C N-(4-(2,6-dimethoxyphenyl)-5-(3-pyridinyl)-4H-1,2,4-triazol-3-yl)-1-methoxy-1-(5-methyl-2-pyrimidinyl)-2-propanesulfonamide